N,N-dimethyl-1H-pyrazol-4-amine CN(C=1C=NNC1)C